C[C@H]1[C@@H](C(=O)O[C@H]1[C@H]([C@@H](C)[C@H]2CC[C@@H]3[C@@]2(CC[C@H]4[C@H]3CCC5=CC(=O)C=C[C@]45C)C)O)C The molecule is a withanolide that is the C-25 epimer of paraminabeolide D. It has been isolated from a Formosan soft coral Paraminabea acronocephala. It has a role as a coral metabolite. It is a gamma-lactone, an ergostanoid, a secondary alcohol, a withanolide and a 3-oxo-Delta(1),Delta(4)-steroid.